dilauryl-trimethyl-ammonium C(CCCCCCCCCCC)C([NH+](C)C)CCCCCCCCCCCC